C12CN(CC(CNC1)C2)C2=C1C(=NC=C2)N(C(=N1)C1=CC(=C(C#N)C=C1)F)C1=C(C=C(C=C1)N1C[C@H](CC1)OC)F 4-(7-(3,7-diazabicyclo[3.3.1]nonane-3-yl)-3-(2-fluoro-4-((S)-3-methoxypyrrolidine-1-yl)phenyl)-3H-imidazo[4,5-b]pyridine-2-yl)-2-fluorobenzonitrile